(R)-5-(2,3-dimethyl-3H-imidazo[4,5-b]pyridin-5-yl)-N-(1,1,1-trifluoropropan-2-yl)pyrrolo[2,1-f][1,2,4]triazin-2-amine CC1=NC=2C(=NC(=CC2)C=2C=CN3N=C(N=CC32)N[C@@H](C(F)(F)F)C)N1C